C(#N)C1(CN(C1)C(=O)OC(C)(C)C)C(CCO)F tert-butyl 3-cyano-3-(1-fluoro-3-hydroxy-propyl)azetidine-1-carboxylate